N-[2-[4-(hydroxymethyl)cyclohexyl]-6-(1-hydroxy-1-methyl-ethyl)indazol-5-yl]-2-[6-(trifluoromethyl)-2-pyridyl]acetamide OCC1CCC(CC1)N1N=C2C=C(C(=CC2=C1)NC(CC1=NC(=CC=C1)C(F)(F)F)=O)C(C)(C)O